NC=1C2=C(N=CN1)N(C(=C2C(=O)NC2=CC=C(C=C2)COC)OCC2COCC2)C2(CC2)C 4-amino-N-(4-(methoxymethyl)phenyl)-7-(1-methylcyclopropyl)-6-((tetrahydrofuran-3-yl)methoxy)-7H-pyrrolo[2,3-d]pyrimidine-5-carboxamide